2-((2R,5S)-5-methyl-2-(2-(2-(pyrrolidin-1-yl)ethyl)benzo[d]thiazol-5-yl)piperidin-1-yl)-2-oxo-N-(1H-pyrazolo[3,4-c]pyridin-4-yl)acetamide C[C@H]1CC[C@@H](N(C1)C(C(=O)NC1=C2C(=CN=C1)NN=C2)=O)C=2C=CC1=C(N=C(S1)CCN1CCCC1)C2